tert-butyl (R)-7-ethyl-1-methyl-1,7,8,10-tetrahydro-9H-[1,4]oxazepino[7,6-g]indazole-9-carboxylate C(C)[C@H]1OC2=CC=C3C=NN(C3=C2CN(C1)C(=O)OC(C)(C)C)C